2-[4-(1-Methyl-4-pyridin-4-yl-1H-pyrazol-3-yl)-phenoxymethyl]-5,6-dihydro-4H-imidazo[4,5,1-ij]quinoline CN1N=C(C(=C1)C1=CC=NC=C1)C1=CC=C(OCC2=NC=3C=CC=C4CCCN2C34)C=C1